2-Oxabicyclo[3.2.2]nonan-3-one C12OC(CC(CC1)CC2)=O